BrC1=CC=C2C(=C(C(N(C2=C1)C)=O)C#N)N1CCC(CCC1)C1=CC=CC=C1 7-bromo-1-methyl-2-oxo-4-(4-phenylazepan-1-yl)-1,2-dihydroquinoline-3-carbonitrile